C(CCCCCCCCCCCCCC)(=O)C(O)(C[N+](C)(C)C)CC([O-])=O PENTADECANOYLCARNITIN